C(C)OC(COC=1C=CN=C2C=CC(N(C12)C)=O)OCC 8-(2,2-diethoxyethoxy)-1-methyl-1,5-naphthyridin-2(1H)-one